4-(1-Methyl-piperidin-3-yl)-N-[4-methyl-3-(4-pyridin-3-yl-pyrimidin-2-ylamino)-phenyl]-2-trifluoromethyl-benzamide CN1CC(CCC1)C1=CC(=C(C(=O)NC2=CC(=C(C=C2)C)NC2=NC=CC(=N2)C=2C=NC=CC2)C=C1)C(F)(F)F